ClC=1C=C(C=CC1)C1=C(N=C(S1)C=1N=C(SC1)N)C1=CC=CC=C1 (3-chlorophenyl)-4-phenyl-[2,4'-bithiazole]-2'-amine